12,12-dimethyl-8-{3-[3-methyl-2-(propan-2-yl)butoxy]-1H-pyrazol-1-yl}-2λ6-thia-3,9,11,18,23-pentaazatetracyclo[17.3.1.111,14.05,10]tetracosa-1(23),5(10),6,8,19,21-hexaene-2,2,4-trione CC1(N2C=3N=C(C=CC3C(NS(C=3C=CC=C(NCCCC(C1)C2)N3)(=O)=O)=O)N3N=C(C=C3)OCC(C(C)C)C(C)C)C